1'-((1s,3s)-3-methoxycyclobutane-1-carbonyl)-1-((1s,3s)-3-(piperidin-1-yl)cyclobutyl)spiro[indoline-3,4'-piperidine]-2-one COC1CC(C1)C(=O)N1CCC2(CC1)C(N(C1=CC=CC=C12)C1CC(C1)N1CCCCC1)=O